3,9-bis(1,1-dimethyl-2-(beta-(3-tert-butyl-4-hydroxy-5-methylphenyl)propionyloxy)ethyl)-2,4,8,10-tetraoxaspiro[5.5]undecane CC(COC(CCC1=CC(=C(C(=C1)C)O)C(C)(C)C)=O)(C)C1OCC2(CO1)COC(OC2)C(COC(CCC2=CC(=C(C(=C2)C)O)C(C)(C)C)=O)(C)C